(3R,4R)-4-acetoxyl-3-[(R)-(tert-butyldimethylsilyloxy)ethyl]azetidin-2-one O(C(=O)C)[C@@H]1[C@H](C(N1)=O)CCO[Si](C)(C)C(C)(C)C